5-Chloro-2-((5-methoxypyrazolo[1,5-a]pyrimidine-3-carboxamido)methyl)benzofuran-7-carboxylic acid ClC=1C=C(C2=C(C=C(O2)CNC(=O)C=2C=NN3C2N=C(C=C3)OC)C1)C(=O)O